((2'-(4-phenylpiperidin-1-yl)-[2,4'-bipyrimidin]-4-yl)ethynyl)-1H-indazole C1(=CC=CC=C1)C1CCN(CC1)C1=NC=CC(=N1)C1=NC=CC(=N1)C#CN1N=CC2=CC=CC=C12